6-(4-((2R,6S)-4-acryloyl-6-(methoxymethyl)morpholin-2-yl)-6-chloropyridin-2-yl)-N-methylpyrimidine-4-carboxamide C(C=C)(=O)N1C[C@H](O[C@@H](C1)COC)C1=CC(=NC(=C1)Cl)C1=CC(=NC=N1)C(=O)NC